N1=C(C=CC=C1)N1NC(=CC(=N1)C1=NC=CC=C1)C1=NC=CC=C1 2,4,6-tripyridyl-triazine